(Z)-1-acetyl-2-((6-(3-morpholino-3-oxoprop-yl)quinolin-2-yl)-methylene)indolin-3-one C(C)(=O)N1\C(\C(C2=CC=CC=C12)=O)=C/C1=NC2=CC=C(C=C2C=C1)CCC(=O)N1CCOCC1